N-((1S,4S)-4-((5-(1-(2-fluoroethyl)-1H-benzo[d][1,2,3]triazol-6-yl)-4-methoxypyrrolo[2,1-f][1,2,4]triazin-2-yl)amino)cyclohexyl)acetamide FCCN1N=NC2=C1C=C(C=C2)C=2C=CN1N=C(N=C(C12)OC)NC1CCC(CC1)NC(C)=O